3-(5-(bromomethyl)-3-fluoropyridin-2-yl)piperidine-2,6-dione BrCC=1C=C(C(=NC1)C1C(NC(CC1)=O)=O)F